2-prop-2-ynyloxyacetamide C(C#C)OCC(=O)N